BrC=1C=C(C=CC1OCC(CCCN1CCNCC1)C1CC1)C(C)(C)O 2-(3-bromo-4-((2-cyclopropyl-5-(piperazin-1-yl)pentyl)oxy)phenyl)propan-2-ol